C1(CCCCC1)N1CCNC2=CC=CC=C12 1-Cyclohexyl-1,2,3,4-tetrahydroquinoxaline